N-[6-(difluoromethyl)-2-pyridinyl]-7-isopropoxy-imidazo[1,2-a]pyridine-6-carboxamide FC(C1=CC=CC(=N1)NC(=O)C=1C(=CC=2N(C1)C=CN2)OC(C)C)F